NC1CC2CCC(C1)N2C=2N(C(C1=C(N2)NC=C1C1=C(C2=CN(N=C2C=C1)C)Cl)=O)C 2-(endo-3-amino-8-azabicyclo[3.2.1]octan-8-yl)-5-(4-chloro-2-methyl-2H-indazol-5-yl)-3-methyl-3,7-dihydro-4H-pyrrolo[2,3-d]pyrimidin-4-one